(R)-2-(2-(1-aminoethyl)-4-fluorophenoxy)-2,2-difluoroethane-1-ol N[C@H](C)C1=C(OC(CO)(F)F)C=CC(=C1)F